(azepan-4-yl)benzonitrile N1CCC(CCC1)C1=C(C#N)C=CC=C1